C1=C(C=CC2=CC=CC=C12)CC1=C(C#N)C=CC=C1 2-(naphthalene-2-ylmethyl)benzonitrile